C(C)OC(\C=C(/C(F)(F)F)\N)=O (E)-3-amino-4,4,4-trifluorobut-2-enoic acid ethyl ester